rac-(1R,3R,6S)-3-(benzyloxy)-7-oxabicyclo[4.1.0]heptane C(C1=CC=CC=C1)O[C@H]1C[C@H]2O[C@H]2CC1 |r|